ClC=1C(=CC(=NC1)OC)C1=CC(=NN1)C(=O)N1CCC(CC1)C(=O)NC1C(N(CC1)C1=CC=CC=C1)=O 1-(5-(5-chloro-2-methoxypyridin-4-yl)-1H-pyrazole-3-carbonyl)-N-(2-oxo-1-phenylpyrrolidin-3-yl)piperidine-4-carboxamide